CC1CC(C=CC1)C(=C)C 5-methyl-3-(1-methylvinyl)cyclohexene